(4S)-4-isopropyl-3-[2-(methylsulfanyl)-5-[2-(triisopropylsilyl)ethynyl]pyrido[2,3-d]pyrimidin-7-yl]-1,3-oxazolidin-2-one C(C)(C)[C@@H]1N(C(OC1)=O)C=1C=C(C2=C(N=C(N=C2)SC)N1)C#C[Si](C(C)C)(C(C)C)C(C)C